5-amino-3-nitro-1-(prop-2-ylamino)-1H-1,2,4-triazole NC1=NC(=NN1NC(C)C)[N+](=O)[O-]